(1R,2S)-7-Chloro-2-hydroxy-2,3-dihydro-1H-inden-1-yl-carbamat ClC=1C=CC=C2C[C@@H]([C@@H](C12)NC([O-])=O)O